N[C@@H]1[C@@H](OCC12CCN(CC2)C=2C(NC(=CN2)SC2=C1C(=CNC1=CC=C2)F)=O)C 3-((3S,4S)-4-amino-3-methyl-2-oxa-8-azaspiro[4.5]decan-8-yl)-6-((3-fluoro-1H-indol-4-yl)thio)pyrazin-2(1H)-one